ethyl 8-methyl-2-[(2-methylpyridin-3-yl) methyl]-4,5-dihydro-2H-furo[2,3-g]indazole-7-carboxylate CC1=C(OC=2CCC3=CN(N=C3C21)CC=2C(=NC=CC2)C)C(=O)OCC